1-(3-(difluoromethyl)-2-fluorophenyl)ethan-1-amine hydrochloride Cl.FC(C=1C(=C(C=CC1)C(C)N)F)F